([2-(Bis-ethoxycarbonylmethyl-amino)-ethyl]-{[2-(7-chloro-quinolin-4-ylamino)-ethylcarbamoyl]-methyl}-amino)-acetic acid ethyl ester C(C)OC(CN(CC(NCCNC1=CC=NC2=CC(=CC=C12)Cl)=O)CCNC(C(=O)OCC)C(=O)OCC)=O